(S)-1-((2-((4-(6-((4-chloro-2-fluorobenzyl)oxy)pyridin-2-yl)-2-methylpiperazin-1-yl)methyl)-5-(5-(trifluoromethyl)-4H-1,2,4-triazol-3-yl)pyridin-3-yl)methyl)cyclopropane-1-carbonitrile ClC1=CC(=C(COC2=CC=CC(=N2)N2C[C@@H](N(CC2)CC2=NC=C(C=C2CC2(CC2)C#N)C2=NN=C(N2)C(F)(F)F)C)C=C1)F